2-(2-((5-(3-(aminomethyl)phenyl)benzofuran-3-yl)methoxy)-4-isopropylphenyl)acetic acid NCC=1C=C(C=CC1)C=1C=CC2=C(C(=CO2)COC2=C(C=CC(=C2)C(C)C)CC(=O)O)C1